1-methyl-4-(2-chloro-4-fluorobenzyl)-piperazine CN1CCN(CC1)CC1=C(C=C(C=C1)F)Cl